C(C)N1C(N(C(C12CCN(CC2)CC2CCOCC2)=O)C2=CC=C(C=C2)C(F)(F)F)=O N1-Ethyl-8-((tetrahydro-2H-pyran-4-yl)methyl)-3-(4-(trifluoromethyl)phenyl)-1,3,8-triazaspiro[4.5]decane-2,4-dione